C(C=C)(=O)N1C[C@@H](N(C[C@H]1C)C=1C2=C(N(C(N1)=O)C=1C(=NC=CC1C)C(C)C)N=C(C(=C2)C#N)C=2C(=NC=CC2)N)C ((2S,5R)-4-acryloyl-2,5-dimethylpiperazin-1-yl)-7-(2-aminopyridin-3-yl)-1-(2-isopropyl-4-methylpyridin-3-yl)-2-oxo-1,2-dihydropyrido[2,3-d]pyrimidine-6-carbonitrile